C[C@]12[C@H]3CC[C@@]4([C@H](CC[C@H]4[C@@H]3CC[C@@H]2C[C@@](CC1)(O)CCC)[C@H](C)[C@@H](C(F)(F)F)O)C (3R,5R,8R,9S,10S,13S,14S,17R)-10,13-dimethyl-3-propyl-17-((2S,3S)-4,4,4-trifluoro-3-hydroxybutan-2-yl)hexadecahydro-1H-cyclopenta[a]phenanthren-3-ol